C1=CC=C(C=C1)/C=C/C=O The molecule is the E (trans) stereoisomer of cinnamaldehyde, the parent of the class of cinnamaldehydes. It has a role as a hypoglycemic agent, an EC 4.3.1.24 (phenylalanine ammonia-lyase) inhibitor, a vasodilator agent, an antifungal agent, a flavouring agent, a plant metabolite and a sensitiser. It is a 3-phenylprop-2-enal and a member of cinnamaldehydes.